COC1=C(C=CC=C1)C(O)(C1=CC=CC=C1)C=1NC2=CC(=CC=C2C1C1=CC=CC=C1)C (2-methoxyphenyl)(6-methyl-3-phenyl-1H-indol-2-yl)(phenyl)methanol